2,3,3-trimethyl-3H-indol CC1=NC2=CC=CC=C2C1(C)C